tert-butyl 2-(5-(2-chloro-6-cyano-4-(1-methyl-1-(4-((2-methylsulfanylpyrimidin-4-yl)methoxy)phenyl)ethyl)phenoxy)pentoxy)acetate ClC1=C(OCCCCCOCC(=O)OC(C)(C)C)C(=CC(=C1)C(C)(C1=CC=C(C=C1)OCC1=NC(=NC=C1)SC)C)C#N